ClC=1C(=NC(=NC1)NC1CCN(CC1)C(C)=O)C1CN(CC1)C1=CC=CC=C1 1-(4-((5-chloro-4-(1-phenylpyrrolidin-3-yl)pyrimidin-2-yl)amino)piperidin-1-yl)ethan-1-one